ClC1=C(C(=C(C=C1OC)OC)Cl)C1=NC(=C2C=C(N=CC2=C1)N[C@H]1[C@H](COC1)NC(C=C)=O)N1CC(C1)(C)OC N-((3R,4S)-4-((7-(2,6-dichloro-3,5-dimethoxyphenyl)-5-(3-methoxy-3-methylazetidin-1-yl)-2,6-naphthyridin-3-yl)amino)tetrahydrofuran-3-yl)acrylamide